methyl 3-chlorobenzoate ClC=1C=C(C(=O)OC)C=CC1